N[C@@H]1CC[C@H](CC1)CCCOC1C[C@H](N([C@H](C1)C)C(=O)OC(C)(C)C)C (2R,4r,6S)-tert-butyl 4-(3-((trans)-4-aminocyclohexyl) propoxy)-2,6-dimethylpiperidine-1-carboxylate